3-methyl-6-((4-(trifluoromethoxy)pyridine-2-yl)amino)picolinic acid CC=1C(=NC(=CC1)NC1=NC=CC(=C1)OC(F)(F)F)C(=O)O